FC=1C=C2C(=CNC2=CC1)NC(=O)NC=1N=NC(=CC1)SC(F)(F)F 1-(5-fluoro-1H-indol-3-yl)-3-(6-((trifluoromethyl)thio)pyridazin-3-yl)urea